C1CC1C#CC2=CC=CC=C2C=O 2-CYCLOPROPYLETHYNYL-BENZALDEHYDE